N-(4-((2-Cyclopropoxyphenyl)amino)-5-oxo-5,6-dihydro-1,6-naphthyridin-2-yl)cyclopropanecarboxamide Trifluoroacetic Acid Salt FC(C(=O)O)(F)F.C1(CC1)OC1=C(C=CC=C1)NC1=CC(=NC=2C=CNC(C12)=O)NC(=O)C1CC1